C1(CC1)C1=CC(=C(C(=O)NC2=CC(=C(C=C2)F)C(C)CCO)C=C1C(F)(F)F)OC1=C(C=C(C=C1)F)C 4-Cyclopropyl-2-(4-fluoro-2-methylphenoxy)-N-(4-fluoro-3-(4-hydroxybutan-2-yl)phenyl)-5-(Trifluoromethyl)benzamide